4-chloro-N-(3-(1,1-difluoroethyl)phenyl)-1-(6-(difluoromethoxy)-[1,1'-biphenyl]-3-yl)-3-methyl-5-oxo-4,5-dihydro-1H-pyrazole-4-carboxamide ClC1(C(=NN(C1=O)C=1C=C(C(=CC1)OC(F)F)C1=CC=CC=C1)C)C(=O)NC1=CC(=CC=C1)C(C)(F)F